ethyl-thiophosphorus bromide C(C)SP(Br)Br